NC1=NC=2C=CC(=CC2C2=C1COC2)C(=O)N(C)CC2=CC=C(C=N2)N2CCN(CC2)C(=O)OC methyl 4-(6-((((4-amino-1,3-dihydrofuro[3,4-c]quinolin-8-yl)carbonyl)(methyl)amino)methyl)-3-pyridinyl)-1-piperazinecarboxylate